C(C=C)C(CC(C(O)CC)C(O)CC)CC=C 2-(2-allyl-pent-4-enyl)-diethyl-1,3-propanediol